CC1=C(C(=O)O[C@@H]2O[C@H]([C@@H](C2)OC(C)=O)N2C=3N=C(NC(C3N(C2=O)CC=C)=O)NC(C)=O)C=CC=C1 ((2s,4r,5r)-5-(2-acetamido-7-allyl-6,8-dioxo-1,6,7,8-tetrahydro-9H-purin-9-yl)-4-acetoxytetrahydrofuran-2-yl) methylbenzoate